BrC1=CC2=C(NC(=N2)C)C=C1 5-bromo-2-methyl-1H-1,3-benzodiazole